N-({2-[(3,3-dimethylpyrrolidin-1-yl)methyl]-1H-indol-6-yl}methyl)-4-oxo-4H-pyrido[1,2-a]pyrimidine-2-carboxamide CC1(CN(CC1)CC=1NC2=CC(=CC=C2C1)CNC(=O)C=1N=C2N(C(C1)=O)C=CC=C2)C